COC(CNC1=C(C(=CC(=C1)Br)OCC1=CC=C(C=C1)OC)[N+](=O)[O-])=O (5-bromo-3-((4-methoxybenzyl)oxy)-2-nitrophenyl)glycine methyl ester